ClC1=NC=C(C(=N1)NC1CCCCCC1)C(=O)N 2-chloro-4-(cycloheptylamino)pyrimidine-5-carboxamide